N=1C=NN2C=NC(=CC21)OC2=C(C=C(C=C2)NC2=NC=NN1C2=C(C=C1)C1CNC1)C N-(4-([1,2,4]triazolo[1,5-c]pyrimidin-7-yloxy)-3-methylphenyl)-5-(azetidin-3-yl)pyrrolo[2,1-f][1,2,4]triazin-4-amine